C(C#C)OCCOCCNC(OC(C)(C)C)=O tert-butyl N-[2-(2-prop-2-ynoxyethoxy)ethyl]carbamate